C1(CC1)C=1N=C(SC1)CN1N=C(C=CC1=O)C1=CC=C(C=C1)OC(F)F 2-((4-cyclopropylthiazol-2-yl)methyl)-6-(4-(difluoromethoxy)phenyl)-pyridazin-3(2H)-one